C(C(C)C)C=1CC2C(CC1)C(=O)OC2=O 4-isobutyl-4-cyclohexene-1,2-dicarboxylic acid anhydride